NC[C@H](C1=CC=CC=C1)NC(CN1C(C2=CC(=CC=C2C1)C1=NC(=NC=C1Cl)NC1CCOCC1)=O)=O N-[(1S)-2-amino-1-phenylethyl]-2-(6-{5-chloro-2-[(oxan-4-yl)amino]pyrimidin-4-yl}-1-oxo-2,3-dihydro-1H-isoindol-2-yl)acetamide